C1(CCCC1)OC1=C(C(=C2N(C(CN(S2(=O)=O)CCC)C(=O)OC)C1=O)C1=CC(=CC=C1)C(F)(F)F)CC1=CC=CC2=CC=CC=C12 methyl 7-(cyclopentyloxy)-8-(naphthalen-1-ylmethyl)-6-oxo-2-propyl-9-(3-(trifluoromethyl)phenyl)-3,4-dihydro-2H,6H-pyrido[1,2-e][1,2,5]thiadiazine-4-carboxylate 1,1-dioxide